(S)-N-(7-(6-(1-hydroxypropyl)-4-methylpyridin-3-yl)-2,6-naphthyridin-3-yl)oxetane-2-carboxamide OC(CC)C1=CC(=C(C=N1)C1=NC=C2C=C(N=CC2=C1)NC(=O)[C@H]1OCC1)C